ClC=1N=NC(=C(C1C(C(C)O)O)C)Cl (3,6-dichloro-5-methyl-pyridazin-4-yl)propane-1,2-diol